N=1C(N(C(C=2C1NC=CC2)=O)[2H])=O pyrido[2,3-d]pyrimidine-2,4(3H,8H)-dione-3-d